C(#N)C1=C(C=C(C=C1)N1C(OC(C1)COC1=CC=C(C=C1)NC(C)=O)C(F)(F)F)C(F)(F)F N-(4-((3-(4-Cyano-3-(trifluoromethyl)phenyl)-2-(trifluoromethyl)oxazolidin-5-yl)methoxy)phenyl)acetamid